N-(3-chloro-5-(methylsulfonamido)phenyl)-5-methyl-4-(5-(3-(trifluoromethyl)azetidin-1-yl)pyrimidin-2-yl)thiophene-2-carboxamide ClC=1C=C(C=C(C1)NS(=O)(=O)C)NC(=O)C=1SC(=C(C1)C1=NC=C(C=N1)N1CC(C1)C(F)(F)F)C